2-cyano-5-dimethylamino-2,4-pentadienedicarboxamide sulfate S(=O)(=O)(O)O.C(#N)C(CC(=O)N)=CC=C(C(=O)N)N(C)C